CO[Si](CCCNCCNCCN)(OC)OC N1-(3-trimethoxysilylpropyl)-diethylenetriamine